ClC=1C=C(C=2N(C1)C=C(N2)C(=O)NC21CCC(CC2)(C1)O)C1=C(C=CC=C1)OCC(F)(F)F 6-chloro-N-(4-hydroxybicyclo[2.2.1]heptan-1-yl)-8-(2-(2,2,2-trifluoroethoxy)phenyl)imidazo[1,2-a]pyridine-2-carboxamide